4,4'-(1,2-ethanediyl)bisphenol C(CC1=CC=C(C=C1)O)C1=CC=C(C=C1)O